(S)-2-(5-(3-phenylpropyl)-4H-1,2,4-triazol-3-yl)piperidine-1-carboxylic acid tert-butyl ester C(C)(C)(C)OC(=O)N1[C@@H](CCCC1)C1=NN=C(N1)CCCC1=CC=CC=C1